FC1=CC=C(C=C1)C1=NN2C(CN(CC2)C(=O)OC(C)(C)C)=C1C1=CC(=NC=C1)OC tert-butyl 2-(4-fluorophenyl)-3-(2-methoxypyridin-4-yl)-6,7-dihydropyrazolo[1,5-a]pyrazine-5(4H)-carboxylate